C(C1=CC=CC=C1)OC(=O)N1[C@H]([C@H](CCC1)C(=O)N1C2CCC1CC2)C(=O)O (2R,3S)-1-((benzyloxy)carbonyl)-3-(7-azabicyclo[2.2.1]heptane-7-carbonyl)piperidine-2-carboxylic acid